4,5-dibromo-2-(tert-butyl)pyridazin-3(2H)-one BrC=1C(N(N=CC1Br)C(C)(C)C)=O